NC1=NC=2C=CC(=CC2C2=C1[C@H](OC2)C)C(=O)N2[C@H](COC[C@H]2C=2C=NC(=CC2)C(F)(F)F)C ((3R)-4-amino-3-methyl-1,3-dihydrofuro[3,4-c]quinolin-8-yl)((3S,5R)-3-methyl-5-(6-(trifluoromethyl)-3-pyridinyl)-4-morpholinyl)methanone